hydroxymethylbenzoin 2-trifluoromethylbenzenesulfonate FC(C1=C(C=CC=C1)S(=O)(=O)O)(F)F.OCC1=C(C=CC=C1)C(=O)C(O)C1=CC=CC=C1